BrCC1=C(C(=NN1CCO[Si](C)(C)C(C)(C)C)OCOCC[Si](C)(C)C)I 2-[[5-(bromomethyl)-1-[2-[tert-butyl(dimethyl)silyl]oxyethyl]-4-iodo-pyrazol-3-yl]oxymethoxy]ethyl-trimethyl-silane